1-amino-3-methylcyclopentane NC1CC(CC1)C